C(#N)CN1CC2CN(CC2C1)C(=O)OC(C)(C)C tert-butyl 2-(cyanomethyl)-1,3,3a,4,6,6a-hexahydro-pyrrolo[3,4-c]pyrrole-5-carboxylate